C(C)(C)NC1=NC=CC(=C1)C=1C=C2C(=NNC2=CC1)N 5-(2-(Isopropylamino)pyridin-4-yl)-1H-indazol-3-amine